COC=1C(=NN(C1)CCOC)C(=O)N 4-methoxy-1-(2-methoxyethyl)-1H-pyrazole-3-carboxamide